3-((7-(difluoromethyl)-2,2-difluoro-1-oxido-3-oxo-2,3-dihydrobenzo[b]thiophen-6-yl)oxy)-5-fluorobenzonitrile FC(C1=C(C=CC2=C1S(C(C2=O)(F)F)=O)OC=2C=C(C#N)C=C(C2)F)F